O1CC[C@@H](C2=CC=CC=C12)NC(=O)C1=CC2=C(N=C(S2)N2CCN(CC2)C(C)C)C=C1 (S)-N-(chroman-4-yl)-2-(4-isopropylpiperazin-1-yl)benzo[d]thiazole-6-carboxamide